N-(fluoro-dichloromethylthio)-phthalimide FC(SN1C(C=2C(C1=O)=CC=CC2)=O)(Cl)Cl